2-imino-3-methyl-2,3-dihydro-1H-imidazol N=C1NC=CN1C